ClC1=C(C=CC=C1C(OC)OC)O 2-chloro-3-(dimethoxymethyl)phenol